N[C@H]1[C@@H]2N(C[C@H]1CC2)C(=O)C2=CC1=C(N(C(=N1)C=1N(C3=C(C=CC=C3C1)C=1C=C3C(C(NC3=CC1)=O)(C)O)CC1CC1)C)C(=C2)OC 5-(2-(5-((1R,4R,7R)-7-amino-2-azabicyclo[2.2.1]heptane-2-carbonyl)-7-methoxy-1-methyl-1H-benzo[d]imidazol-2-yl)-1-(cyclopropylmethyl)-1H-indol-7-yl)-3-hydroxy-3-methylindolin-2-one